2-azidosuccinic acid N(=[N+]=[N-])C(C(=O)O)CC(=O)O